N-[4-fluoro-5-[4-fluoro-3-(methylcarbamoyl)phenyl]-2-[rac-(3R,5S)-3,4,5-trimethylpiperazin-1-yl]phenyl]-6-oxo-4-(trifluoromethyl)-1H-pyridine-3-carboxamide FC1=CC(=C(C=C1C1=CC(=C(C=C1)F)C(NC)=O)NC(=O)C1=CNC(C=C1C(F)(F)F)=O)N1C[C@H](N([C@H](C1)C)C)C |r|